N1-methyl-N1-(7-tosyl-7H-pyrrolo[2,3-d]pyrimidin-4-yl)cyclobutane-1,3-diamine hydrobromide Br.CN(C1CC(C1)N)C=1C2=C(N=CN1)N(C=C2)S(=O)(=O)C2=CC=C(C)C=C2